(S)-2-(1-(4-amino-3-(2,3-difluoro-4-methoxyphenyl)-1H-pyrazolo[3,4-d]pyrimidin-1-yl)ethyl)-3-phenylquinazolin-4(3H)-one methanesulfonate CS(=O)(=O)O.NC1=C2C(=NC=N1)N(N=C2C2=C(C(=C(C=C2)OC)F)F)[C@@H](C)C2=NC1=CC=CC=C1C(N2C2=CC=CC=C2)=O